CN(C=1C(C(C1N1CC2(COC2)C1)=O)=O)CC1=CC=C(C=C1)C1=NOC(=N1)C(F)(F)F 3-(methyl-(4-(5-(trifluoromethyl)-1,2,4-oxadiazol-3-yl)benzyl)amino)-4-(2-oxa-6-azaspiro[3.3]heptan-6-yl)cyclobut-3-ene-1,2-dione